C(C1=CC=CC=C1)(=O)NC=1C=2N=CN([C@H]3[C@H](OC)[C@H](O)[C@@H](COC(C4=CCC(C=C4)(OC)OC)(C4=CC=CC=C4)C4=CC=CC=C4)O3)C2N=CN1 N6-benzoyl-5'-O-(4,4-dimethoxytrityl)-2'-O-methyladenosine